5-[(3S)-(4-Methylpiperidine-4-carbonyl)isoxazolidin-3-yl]pyridine-3-carbonitrile trifluoroacetic acid salt FC(C(=O)O)(F)F.CC1(CCNCC1)C(=O)N1OCC[C@H]1C=1C=C(C=NC1)C#N